ethyl-2-[(1R,2R)-2-(3-chloro-2-oxopyrazin-1-yl)cyclopentyl]acetate C(C)OC(C[C@@H]1[C@@H](CCC1)N1C(C(=NC=C1)Cl)=O)=O